CC1=C(CCCC1)C dimethylcyclohex-3-en